C1(CC1)C(=O)NC1=CC(=C(N=N1)C(=O)N)NC1=C(C(=CC=C1)C1=NN(C=N1)C)OC 6-(Cyclopropanecarboxamido)-4-((2-methoxy-3-(1-methyl-1H-1,2,4-triazol-3-yl)phenyl)amino)pyridazine-3-carboxamide